(3S,4r,5R)-1-(2-(3,5-difluoro-[1,1'-biphenyl]-4-yl)ethyl)piperidine-3,4,5-triol FC=1C=C(C=C(C1CCN1C[C@@H](C([C@@H](C1)O)O)O)F)C1=CC=CC=C1